5-(4-fluorophenyl)-5-toluenesulfonylhydrazine FC1=CC=C(C=C1)C1(CC=CC(C)=C1)S(=O)(=O)NN